S1N=CC(=C1)C=1N(C(C=C(N1)C(=O)N)=O)C (isothiazol-4-yl)-1-methyl-6-oxo-1,6-dihydropyrimidine-4-carboxamide